FC(C)(C)C1=CC=CC(=N1)N1N=C(C=2C=NC(=CC21)NC(C)=O)N2CC(CC2)NC(C)C N-(1-(6-(2-fluoropropan-2-yl)pyridin-2-yl)-3-(3-(isopropylamino)pyrrolidin-1-yl)-1H-pyrazolo[4,3-c]pyridin-6-yl)acetamide